4-[6-amino-5-(2-cyano-benzyloxy)-pyridin-3-yl]-benzoic acid NC1=C(C=C(C=N1)C1=CC=C(C(=O)O)C=C1)OCC1=C(C=CC=C1)C#N